CC(CC(C)NC=1C=CC(=NC1)NC1=CC=CC=C1)C N5-(4-methylpentan-2-yl)-N2-phenylpyridine-2,5-diamine